2-benzylamino-2-(4-fluorophenyl)acetic acid C(C1=CC=CC=C1)NC(C(=O)O)C1=CC=C(C=C1)F